FCCC1CO1 1,2-epoxy-4-fluorobutane